FC1=CC=C(C=C1)CC(=O)N1CC2=CC(=CC(=C2CC1)[C@H]1N(CCC1)C(=O)OC(C)(C)C)C=1C=C2C(=NC1)NC=C2C (S)-tert-butyl 2-(2-(2-(4-fluorophenyl)acetyl)-7-(3-methyl-1H-pyrrolo[2,3-b]pyridine-5-yl)-1,2,3,4-tetrahydroisoquinolin-5-yl)pyrrolidine-1-carboxylate